2,2'-methanediylbis[6-(2H-benzotriazol-2-yl)-4-(2,4,4-trimethylpentan-2-yl)phenol] C(C1=C(C(=CC(=C1)C(C)(CC(C)(C)C)C)N1N=C2C(=N1)C=CC=C2)O)C2=C(C(=CC(=C2)C(C)(CC(C)(C)C)C)N2N=C1C(=N2)C=CC=C1)O